[4-[[1-(6-nitro-3-pyridyl)-4-piperidyl]methyl]phenyl]methanol [N+](=O)([O-])C1=CC=C(C=N1)N1CCC(CC1)CC1=CC=C(C=C1)CO